6-chloro-7-(2-fluoro-6-hydroxyphenyl)-1-(3-methyl-5-(2-propanyl)-1,2-oxazol-4-yl)-4-((2S)-2-methyl-4-(2-propenoyl)-1-piperazinyl)pyrido[2,3-d]pyrimidin-2(1H)-one ClC1=CC2=C(N(C(N=C2N2[C@H](CN(CC2)C(C=C)=O)C)=O)C=2C(=NOC2C(C)C)C)N=C1C1=C(C=CC=C1O)F